C(CCCCCCCCCCCCCCCCC(C)C)O Isoeicosanol